ClC1=CC(=C(COC2=CC=CC(=N2)C2CCN(CC2)CC2=NC3=C(N2C)C=C(C=C3OC)C(=O)O)C=C1F)F 2-((4-(6-((4-Chloro-2,5-difluorobenzyl)oxy)pyridin-2-yl)piperidin-1-yl)methyl)-4-methoxy-1-methyl-1H-benzo[d]imidazole-6-carboxylic acid